CC1CCC(N(C1)C(C(=O)OCC(F)(F)F)=O)C1=CC=C(C=C1)C(F)(F)F 2,2,2-trifluoroethyl 2-[5-methyl-2-[4-(trifluoromethyl)phenyl]-1-piperidyl]-2-oxo-acetate